TrihydroxyMethyl-Propane Trimethacrylate C(C(=C)C)(=O)O.C(C(=C)C)(=O)O.C(C(=C)C)(=O)O.OC(O)(O)CCC